1-[3-(hydroxyacetylaminomethyl)benzyl]-3-bromo-4-[(2,4-difluorobenzyl)oxy]-6-methylpyridin-2(1H)-one OCC(=O)NCC=1C=C(CN2C(C(=C(C=C2C)OCC2=C(C=C(C=C2)F)F)Br)=O)C=CC1